N=C1SCCC1 iminothiolane